C(N)(=N)C1=CC=C(C=C1)NC(=O)C1=CC=2C=3C(COC2C=C1N1C[C@H](CC1)C(=O)OC)=CSC3 (S)-methyl 1-(8-((4-carbamimidoylphenyl)carbamoyl)-4H-thieno[3,4-c]chromen-7-yl)pyrrolidine-3-carboxylate